C(C)(C)OCC1=CC(=NC=C1)NC=1SC2=NC(=CC=C2N1)C1=CC=NC=C1 N-(4-(isopropoxymethyl)-pyridin-2-yl)-5-(pyridin-4-yl)thiazolo[5,4-b]pyridin-2-amine